3-(5-(difluoromethyl)-1,3,4-thiadiazol-2-yl)-N-(1-methylcyclopropyl)-8-(4-(methylthio)piperidin-1-yl)imidazo[1,2-a]pyridine-6-sulfonamide FC(C1=NN=C(S1)C1=CN=C2N1C=C(C=C2N2CCC(CC2)SC)S(=O)(=O)NC2(CC2)C)F